methyl (2S)-3-(3-[3-[3-(acetyloxy)-2,2-dimethylpropyl]-1H-indol-5-yl]phenyl)-2-[(tert-butoxycarbonyl) amino]propanoate C(C)(=O)OCC(CC1=CNC2=CC=C(C=C12)C=1C=C(C=CC1)C[C@@H](C(=O)OC)NC(=O)OC(C)(C)C)(C)C